ethyl 1-(3-(4-chloro-3,5-dimethylphenoxy) propyl)-3,5-dimethyl-4-(4-methylphenylsulfonyl imino)-1H-pyrrole-2-carboxylate ClC1=C(C=C(OCCCN2C(=C(C(C2C)=NS(=O)(=O)C2=CC=C(C=C2)C)C)C(=O)OCC)C=C1C)C